(S)-1'-(8-(2-amino-3-chloropyridin-4-yl)-7-methylimidazo[1,2-c]pyrimidin-5-yl)-1,3-dihydrospiro[indene-2,4'-piperidine]-1-amine NC1=NC=CC(=C1Cl)C=1C=2N(C(=NC1C)N1CCC3(CC1)[C@@H](C1=CC=CC=C1C3)N)C=CN2